COCCOC(NC(=O)NC1=CC=C(C=C1)C(C1=CC=C(C=C1)Cl)=O)=O 2-Methoxyethyl[[[4-(4-chlorobenzoyl)phenyl]amino]carbonyl]carbamate